S(=O)(=O)(C1=CC=C(C=C1)C=1C(=O)NC(C1)=O)C1=CC=C(C=C1)C=1C(=O)NC(C1)=O (sulfonylbis-p-phenylene)bismaleimide